CN(CCCNCC(=O)O)C 2-{[3-(dimethylamino)propyl]amino}acetic acid